methyl 2-((2R,3S,4S,5R)-3-(3,4-difluoro-2-methoxyphenyl)-4,5-dimethyl-5-(trifluoromethyl) tetrahydrofuran-2-yl)-1H-imidazo[4,5-c]pyridine-6-carboxylate FC=1C(=C(C=CC1F)[C@H]1[C@@H](O[C@]([C@H]1C)(C(F)(F)F)C)C=1NC2=C(C=NC(=C2)C(=O)OC)N1)OC